tert-butyl-3-(2-(7,8-dimethyl-[1,2,4]triazolo[1,5-a]pyridin-6-yl)-3-isopropyl-1H-pyrrolo[3,2-b]pyridin-5-yl)azetidine-1-carboxylate C(C)(C)(C)OC(=O)N1CC(C1)C1=CC=C2C(=N1)C(=C(N2)C=2C(=C(C=1N(C2)N=CN1)C)C)C(C)C